1-((6-cyclopropylimidazo[1,2-a]pyridin-2-yl)methyl)-N-((3,4-dihydro-2H-pyrido[4,3-b][1,4]oxazin-7-yl)methyl)-1H-1,2,3-triazole-4-carboxamide C1(CC1)C=1C=CC=2N(C1)C=C(N2)CN2N=NC(=C2)C(=O)NCC2=CC=1OCCNC1C=N2